ClC=1C=C(C(=O)O)C=C(C1)Cl 3,5-dichlorobenzoyl alcohol